C1([C@H](O)[C@@H](O)[C@H](O)[C@H](O1)CO)[C@]1(C(=C(C(=O)O1)O)O)[C@@H](O)CO D-glucosyl-ascorbic acid